CC(C(C(C)(C)C)=O)CC tetramethyl-pentanone